N-(m-tolyl)hexanamide C1(=CC(=CC=C1)NC(CCCCC)=O)C